N1=CC2(C3=NC=CC=C31)CCC2 spiro[cyclobutane-1,3'-pyrrolo[3,2-b]pyridin]